1-((6-chloropyridin-3-yl)methyl)-3-(1-propyl-1H-indol-3-yl)-4-oxo-4H-pyrido[1,2-a]pyrimidinium ClC1=CC=C(C=N1)C[N+]1=C2N(C(C(=C1)C1=CN(C3=CC=CC=C13)CCC)=O)C=CC=C2